FC=1C=C(C=C(C1)F)C1CC=NN1C(=O)C12CC(C1)(C2)CC=2OC(=NN2)C (5-(3,5-Difluorophenyl)-4,5-dihydro-1H-pyrazol-1-yl)(3-((5-methyl-1,3,4-oxadiazol-2-yl)methyl)bicyclo[1.1.1]pentan-1-yl)methanone